6-Oxotridecanoic Acid O=C(CCCCC(=O)O)CCCCCCC